OC1=CC=C(C=C1)C(C)(C1=CC=C(C=C1)O)C1=CC=C(C=C1)C(C)(C)C1=CC=C(C=C1)O 4-(1-{4-[1,1-bis(4-hydroxyphenyl)ethyl]phenyl}-1-methylethyl)phenol